5-(2-bromoacetyl)-6-fluoroindoline-1-carboxylic acid tert-butyl ester C(C)(C)(C)OC(=O)N1CCC2=CC(=C(C=C12)F)C(CBr)=O